(E)-2-(5-chloro-1-(4-(4-isopropylphenoxy)benzylidene)-2-methyl-1H-inden-3-yl)acetic acid ClC=1C=C2C(=C(\C(\C2=CC1)=C/C1=CC=C(C=C1)OC1=CC=C(C=C1)C(C)C)C)CC(=O)O